(R)-4-amino-N-cyclopropyl-3-methyl-N-(6-(trifluoromethyl)-2,3-dihydrobenzofuran-3-yl)imidazo[1,5-a]quinoxaline-8-carboxamide NC=1C=2N(C3=CC(=CC=C3N1)C(=O)N([C@H]1COC3=C1C=CC(=C3)C(F)(F)F)C3CC3)C=NC2C